C(C)(C)(C)N(C(O)=O)[C@@H]1C[C@H](CC1)NC1=NC=C(C=C1)N1N=C(C=CC1=O)C.C(CCCCC)C1=CC=C(C=C1)C1=NC2=CC=CC=C2C=C1 2-(4-n-hexylphenyl)quinoline tert-butyl-((1S,3S)-3-((5-(3-methyl-6-oxopyridazin-1(6H)-yl)pyridin-2-yl)amino)cyclopentyl)carbamate